vanadium-lithium iron phosphate P(=O)([O-])([O-])[O-].[Fe+2].[Li+].[V+5]